(2S,3R,5S)-2-(((tert-butyldimethylsilyl)oxy)methyl)-5-(5-methyl-2,4-dioxo-3,4-dihydropyrimidin-1(2H)-yl)tetrahydrofuran-3-yl acetate C(C)(=O)O[C@H]1[C@@H](O[C@@H](C1)N1C(NC(C(=C1)C)=O)=O)CO[Si](C)(C)C(C)(C)C